CC(CCOS(=O)(=O)C)CCC=C(C)C 3,7-dimethyloct-6-en-1-ylmethylsulfonate